ClC=1C=C(CN)C=CC1 3-chlorobenzylamine